OC1(C)CC(=C(C(=C1)O)O)O 1,4-dihydroxy-3,5-dihydroxytoluene